(2S,4R)-4-fluoro-N-[(S)-phenyl[4-(propan-2-yl)phenyl]methyl]-1-[2-(pyrimidin-5-yl)acetyl]pyrrolidine-2-carboxamide F[C@@H]1C[C@H](N(C1)C(CC=1C=NC=NC1)=O)C(=O)N[C@H](C1=CC=C(C=C1)C(C)C)C1=CC=CC=C1